N1(CCCCC1)C1CCN(CC1)C(C(CC=1C=C2C=NNC2=C(C1)C)NC(=O)N1CCCCC1)=O piperidine-1-carboxylic acid [2-[1,4']bipiperidinyl-1'-yl-1-(7-methyl-1H-indazol-5-yl-methyl)-2-oxo-eth-yl]-amide